BrC1=CC=2C3=C(N(C2C=C1)CC(F)(F)F)C(=NC(=N3)CNC(OC(C)(C)C)=O)Cl tert-butyl N-[[8-bromo-4-chloro-5-(2,2,2-trifluoroethyl)pyrimido[5,4-b]indol-2-yl]methyl]carbamate